(1S*,2R*,3R*,7S*,8R*)-4-isobutyl-1-benzylaminocarbonyl-2-benzyl-4,10-diazatricyclo[5.3.1.03,8]Undeca-9-En C(C(C)C)N1[C@@H]2[C@H]([C@]3(N=C[C@@H]2[C@@H](CC1)C3)C(=O)NCC3=CC=CC=C3)CC3=CC=CC=C3 |o1:5,6,7,10,11|